Cl.COC1=C(C=CC=2N(C(=NC21)N)C)CC=2C=NC=CC2 4-methoxy-1-methyl-5-(3-pyridylmethyl)benzimidazol-2-amine hydrochloride